3-methyl-uracil CN1C(NC=CC1=O)=O